ClC=1C=C(C=CC1)C(C(=O)NC1(CC1)CN1CCCC1)(C)C 2-(3-chlorophenyl)-2-methyl-N-(1-(pyrrolidin-1-ylmethyl)cyclopropyl)propanamide